potassium phenoxide salt [O-]C1=CC=CC=C1.[K+]